C([C@@H]1[C@H]([C@@H]([C@@H](C(O1)O[C@H]2[C@@H]([C@H](OC2O)CO)O)O)O)O)O The molecule is a disaccharide that is D-arabinofuranose in which the hydroxy group at position 2 has been converted into the corresponding D-mannopyranosyl derivative. It is a glycoside and a glycosylarabinose. It derives from a D-mannopyranose and a D-arabinofuranose.